p-tert-butylhydrocinnamaldehyde C(C)(C)(C)C1=CC=C(CCC=O)C=C1